C(C)(C)(C)OC(=O)N1CC2(C1)CCC2(F)F.C(C)C2(COC2)COCCCCO 3-ethyl-3-(4-HydroxyButoxymethyl)Oxetane tert-butyl-7,7-difluoro-2-azaspiro[3.3]heptane-2-carboxylate